N-chlorosulfonamide ClNS(=O)=O